C(C)OC(=O)C=1N=C(OC1C1=CC=C(C=C1)OC)C1=CC=C(C=C1)SC 5-(4-methoxyphenyl)-2-(4-(methylsulfanyl)phenyl)Oxazole-4-carboxylic acid ethyl ester